ethyl (E)-N-((methylsulfonyl)oxy)acetimidate CS(=O)(=O)O/N=C(\C)/OCC